(+-)-2,5,5-trimethyl-1,2,3,4,4a,5,6,7-octahydro-2-naphthalenol CC1(CC2=CCCC(C2CC1)(C)C)O